C(C)(C)(C)OC(=O)N1CCCCC1C1=NC=CC=C1OCC1=C(C=C(C=C1)Br)C 6-(((4-Bromo-2-methylbenzyl)oxy)pyridin-2-yl)piperidine-1-carboxylic acid tert-butyl ester